OC1(CC(C1)C(=O)N1CC2(C1)CCC(CC2)(C2=CC=CC=C2)OC)C ((1s,3s)-3-Hydroxy-3-methylcyclobutyl)(7-methoxy-7-phenyl-2-azaspiro[3.5]nonan-2-yl)methanon